C(C)(=O)O[C@@H]1[C@H](O[C@H]([C@H]([C@H]1OC(C)=O)OC(C)=O)OP(=O)(OCOC(C(C)C)=O)OCOC(C(C)C)=O)[C@H](COC(C)=O)F (2S,3S,4S,5S,6S)-2-((S)-2-acetoxy-1-fluoroethyl)-6-((bis((isobutyryloxy)methoxy)phosphoryl)oxy)tetra-hydro-2H-pyran-3,4,5-triyl triacetate